FC(S[C@H]1CC(C2CC[C@]3(OC(C[C@@H]3[C@]2(C1)C)=O)C)(C)C)(F)F (3aR,8S,9aS,9bR)-8-trifluoromethylthio-3a,6,6,9a-tetramethyldecahydronaphtho[2,1-b]furan-2(1H)-one